C(\C=C/C(=O)O)(=O)O.O1CC(C1)N1CCN(CC1)C(C=CC#N)C 4-[4-(oxetan-3-yl)piperazin-1-yl]pent-2-enenitrile maleate